ethyl 3-(4-bromophenyl)-4-cyano-1-(6-(hydroxymethyl) tetrahydro-2H-pyran-3-yl)-1H-pyrazole-5-carboxylate BrC1=CC=C(C=C1)C1=NN(C(=C1C#N)C(=O)OCC)C1COC(CC1)CO